C1(CC1)CNC=1C(=NN(C1)C1=CC=CC=C1)C(F)(F)F N-(cyclopropylmethyl)-1-phenyl-3-(trifluoromethyl)-1H-pyrazol-4-amine